(S)-3-((Z)-2-(2-aminothiazol-4-yl)-2-(((S)-1-carboxy-2-(4-(1-methyl-6-(piperazin-1-yl)pyridin-1-ium-3-yl)phenoxy)ethoxy)imino) acetamido)-2,2-dimethyl-4-oxoazetidin-1-yl sulfate S(=O)(=O)(ON1C([C@@H](C1=O)NC(\C(=N/O[C@@H](COC1=CC=C(C=C1)C=1C=[N+](C(=CC1)N1CCNCC1)C)C(=O)O)\C=1N=C(SC1)N)=O)(C)C)[O-]